C(C)(C)(C)OC(=O)OCC=1C=C(C=C)C=CC1 m-tert-butoxycarbonyloxymethylstyrene